N-(4-chlorobenzyl)-2-(4-((3-methylbenzyl)amino)phenyl)acetamide N2,N7-dimethyl-2'-O-methyl-guanosinebenzyl-(6R)-6-hydroxy-4-(2-nitrophenyl)sulfonyl-1,4-diazepane-1-carboxylate CNC=1NC(C=2[N+](=CN([C@]3([C@H](OC)[C@H](O)[C@@H](CO)O3)C3=CC=CC=C3COC(=O)N3CCN(C[C@@H](C3)O)S(=O)(=O)C3=C(C=CC=C3)[N+](=O)[O-])C2N1)C)=O.ClC1=CC=C(CNC(CC2=CC=C(C=C2)NCC2=CC(=CC=C2)C)=O)C=C1